O=C1NC(CCC1N1C2=C(C3=CC=CC=C13)C(=CC=N2)C#CCOCCOCCNC(OC(C)(C)C)=O)=O 1-tert-butyl (2-(2-((3-(9-(2,6-dioxopiperidin-3-yl)-9H-pyrido[2,3-b]indol-4-yl)prop-2-yn-1-yl)oxy)ethoxy)ethyl)carbamate